C(C)C(COC(=O)C1CC(CCC1)C(=O)OCC(CCCC)CC)CCCC cyclohexane-1,3-dicarboxylic acid bis(2-ethylhexyl) ester